(E)-4-(2-(acryloyloxy)ethoxy)-4-oxobut-2-enoic acid C(C=C)(=O)OCCOC(/C=C/C(=O)O)=O